6-methoxy-N-methyl-1H-indole-2-carboxamide COC1=CC=C2C=C(NC2=C1)C(=O)NC